N(=[N+]=[N-])CCCOC1=C(C=C(\C=C/2\C(C(=C(S2)NC2=CC=CC=C2)C(=O)OCC)=O)C=C1)O ethyl (Z)-5-(4-(3-azidopropoxy)-3-hydroxybenzylidene)-4-oxo-2-(phenylamino)-4,5-dihydrothiophene-3-carboxylate